butyl 3-(3-bromophenyl)-2,2-dimethylpropionate BrC=1C=C(C=CC1)CC(C(=O)OCCCC)(C)C